11-hydroxy-docosatetraenoic acid OC(CC=CC=CC=CC=CC(=O)O)CCCCCCCCCCC